N-(2,3-dichloro-6-aminobenzyl)glycine ethyl ester C(C)OC(CNCC1=C(C(=CC=C1N)Cl)Cl)=O